O.[Cl-].C(CCCCCCCCCCCCC)[N+](CC1=CC=CC=C1)(C)C N-tetradecyl-dimethylbenzyl-ammonium chloride monohydrate